BrC=1C=C(C=CC1F)N(C(CC(=O)OC)=O)C1=C(C=CC=C1C)C methyl 3-((3-bromo-4-fluorophenyl) (2,6-dimethylphenyl) amino)-3-oxopropionate